8-(4,4-difluoropiperidin-1-yl)-2-methylimidazo[1,2-a]pyrazine FC1(CCN(CC1)C=1C=2N(C=CN1)C=C(N2)C)F